C1(=CC=CC=C1)SSC1=CC=CC=C1 Diphenyl disulphide